ClC1=CC=C(C=N1)NC1=C(C=CC=C1)[N+](=O)[O-] 6-chloro-N-(2-nitrophenyl)pyridin-3-amine